COC(=O)C=1N2C(C3=C(C=C(C=C3C1O)C)C1=CC=CC=C1)=NC=N2.C2(=CC=CC=C2)C(\C=C\C2=CC=CC1=CC=CC=C21)=O (E)-1-phenyl-3-(1-naphthyl)prop-2-ene-1-one Methyl-6-hydroxy-8-methyl-10-phenyl-[1,2,4]triazolo[5,1-a]isoquinoline-5-carboxylate